hexyl N,N-dibutylcarbamate C(CCC)N(C(OCCCCCC)=O)CCCC